CC12N(C=3N(C(N=C(C3)OCC=3C=CC(=C(C#N)C3)OC3=CC(=CC=C3)C(F)(F)F)=O)C1)CCCC2 5-(((9a-methyl-1-oxo-6,7,8,9,9a,10-hexahydro-1H-pyrido[1',2':3,4]imidazo[1,2-c]pyrimidin-3-yl)oxy)methyl)-2-(3-(trifluoromethyl)phenoxy)benzonitrile